6-(4-((2-(1,4-diazepan-1-yl)-5-oxo-5,6-dihydropyrimido[4,5-d]pyridazin-4-yl)amino)phenyl)-6-azaspiro[2.5]octane-1-carboxylic acid hydrochloride Cl.N1(CCNCCC1)C=1N=C(C2=C(C=NNC2=O)N1)NC1=CC=C(C=C1)N1CCC2(CC2C(=O)O)CC1